propyldimethylaminoacetic acid C(CC)C(C(=O)O)N(C)C